((3-hydroxy-1-(methylsulfonyl)piperidin-4-yl)amino)pyrrolo[2,1-f][1,2,4]triazine-6-carbonitrile OC1CN(CCC1NC1=NN2C(C=N1)=CC(=C2)C#N)S(=O)(=O)C